C(C1=CC=CC=C1)N1N=CC(=C1)C(=O)N1CC2(CN(C2)C(=O)[C@@H]2C(C2)(C)C)C(C1)C1=CC=C(C=C1)NCC1=CC=CC=C1 (1-benzyl-1H-pyrazol-4-yl)(8-(4-(benzylamino)phenyl)-2-((S)-2,2-dimethylcyclopropane-1-carbonyl)-2,6-diazaspiro[3.4]octan-6-yl)methanone